[2-[(5-Methyltetrazol-2-yl)methyl]-4-(trifluoromethyl)phenyl]methanol CC=1N=NN(N1)CC1=C(C=CC(=C1)C(F)(F)F)CO